8,15-dimethyl-9-oxo-6,8,10-triazatricyclo[9.4.0.02,7]pentadeca-1(11),2(7),3,5,12,14-hexaene-13-carbonitrile CN1C=2N=CC=CC2C=2C(=CC(=CC2NC1=O)C#N)C